6-Chloro-10,10a-dihydro-1H-oxazolo[3',4':3,4]imidazo[1,2-c]pyrimidin-8(3H)-one ClC=1C=C2N(C(N1)=O)CC1N2COC1